1'-((R)-2-hydroxypropionyl)-1-((1s,3S)-3-(piperidin-1-yl)cyclobutyl)spiro[indoline-3,4'-piperidine]-2-one O[C@@H](C(=O)N1CCC2(CC1)C(N(C1=CC=CC=C12)C1CC(C1)N1CCCCC1)=O)C